ClC=1C=C(C#N)C=C(C1)[C@@H](CN1C[C@H]([C@@H](C1)C)COC1=CC=C(C=C1)S(=O)(=O)C)C 3-chloro-5-[(2S)-1-[(3S,4S)-3-[(4-methylsulfonylphenoxy)methyl]-4-methylpyrrolidin-1-yl]propan-2-yl]benzonitrile